2-(3,5-dichloro-4-((2-(3,4-difluorobenzyl)-1-oxo-1,2,3,4-tetrahydroisoquinolin-6-yl)oxy)phenyl)-1,2,4-triazine-3,5(2H,4H)-dione ClC=1C=C(C=C(C1OC=1C=C2CCN(C(C2=CC1)=O)CC1=CC(=C(C=C1)F)F)Cl)N1N=CC(NC1=O)=O